The molecule is a viscumneoside that is rhamnacine (3',7-dimethylquercetin) in which the hydroxy group at position 3 has been converted to the corresponding beta-D-glucoside and in which the hydroxy group at position 6 of the glucosyl moiety has been acylated by formal condensatio with the pro-R carboxy group of 3-hydroxy-3-methylglutaric acid. It has a role as a plant metabolite. It is a viscumneoside, a glycosyloxyflavone, a dicarboxylic acid monoester, a tertiary alcohol and a beta-D-glucoside. It derives from a 3-hydroxy-3-methylglutaric acid and a rhamnacene. C[C@@](CC(=O)O)(CC(=O)OC[C@@H]1[C@H]([C@@H]([C@H]([C@@H](O1)OC2=C(OC3=CC(=CC(=C3C2=O)O)OC)C4=CC(=C(C=C4)O)OC)O)O)O)O